2-((3-chloro-4-fluorophenyl)amino)-6-methoxy-7-(3-chloropropoxy)quinoline ClC=1C=C(C=CC1F)NC1=NC2=CC(=C(C=C2C=C1)OC)OCCCCl